CC1(OC(=CC(C1)=O)C(=O)[O-])C 3,4-dihydro-2,2-dimethyl-4-oxo-2H-pyran-6-carboxylate